cerium(II) ethylhexanoate C(C)OC(CCCCC)=O.[Ce+2]